ClCC(=O)N(CC1=NNC=C1)NC(=O)[C@H](CC(C)C)NC(OCC1=CC=CC=C1)=O Benzyl N-[(1S)-1-[[(2-chloroacetyl)-(1H-pyrazol-3-ylmethyl)amino]carbamoyl]-3-methyl-butyl]carbamate